(Z)-N'-hydroxy-4-methyl-5-nitrobenzamidine O\N=C(\C1=CC=C(C(=C1)[N+](=O)[O-])C)/N